2-(4-(2,6-Bis(benzyloxy)pyridin-3-yl)phenyl)ethan-1-ol C(C1=CC=CC=C1)OC1=NC(=CC=C1C1=CC=C(C=C1)CCO)OCC1=CC=CC=C1